1-(2-(4-(4-(1-hydroxyethyl)phenyl)-1H-imidazol-2-yl)piperidin-1-yl)-2-(methyl-thio)propan-1-one OC(C)C1=CC=C(C=C1)C=1N=C(NC1)C1N(CCCC1)C(C(C)SC)=O